OC12C(OCC(OC1)C2)=O 1-hydroxy-3,6-dioxabicyclo[3.2.1]octan-2-one